METHYLHEXYLKETONE CC(=O)CCCCCC